O=C1CCCC2N1CCN(C2)C2=CC(=NC=N2)C2=CN=C1N2N=C(C=C1)C(=O)N 3-[6-(6-Oxo-3,4,7,8,9,9a-hexahydro-1H-pyrido[1,2-a]pyrazin-2-yl)pyrimidin-4-yl]imidazo[1,2-b]pyridazine-6-carboxamide